5-(2-bromo-3-(4-fluoro-2-(trifluoromethyl)benzyl)-5,6-dihydroimidazo[1,2-a]pyrazine-7(8H)-yl)-4-chloro-2-(tetrahydro-2H-pyran-2-yl)pyridazin-3(2H)-one BrC=1N=C2N(CCN(C2)C2=C(C(N(N=C2)C2OCCCC2)=O)Cl)C1CC1=C(C=C(C=C1)F)C(F)(F)F